ethyl 5-cyclopropyl-1-[[4-[5-(trifluoromethyl)-1,2,4-oxadiazol-3-yl] phenyl]methyl]pyrazole-3-carboxylate C1(CC1)C1=CC(=NN1CC1=CC=C(C=C1)C1=NOC(=N1)C(F)(F)F)C(=O)OCC